C1[C@H]([C@@H]([C@H](C(O1)OC[C@@H]2[C@H]([C@@H]([C@H](C(O2)OC3=C(OC4=CC=CC=C4C3=O)C5=CC=CC=C5)O)O)O)O)O)O The molecule is a glycosyloxyflavone that consists of flavonol attached to a D-xylosyl-D-glucosyl residue at position 3 via a glycosidic linkage. It is a disaccharide derivative, a glycosyloxyflavone and a xylosylglucoside. It derives from a flavonol.